N-(3-fluorophenyl)-3-piperidin-4-ylbenzamide FC=1C=C(C=CC1)NC(C1=CC(=CC=C1)C1CCNCC1)=O